4-[4-[[3-carbamoyl-6-[4-(hydroxymethyl)-1-piperidinyl]pyrazin-2-yl]amino]phenyl]piperidine-1-carboxylic acid tert-butyl ester C(C)(C)(C)OC(=O)N1CCC(CC1)C1=CC=C(C=C1)NC1=NC(=CN=C1C(N)=O)N1CCC(CC1)CO